benzyl 2-(methylthio)-4-(((trifluoromethyl) sulfonyl) oxy)-5,6,7,9-tetrahydro-8H-pyrimido[4,5-c]azepine-8-carboxylate CSC=1N=C(C2=C(CN(CCC2)C(=O)OCC2=CC=CC=C2)N1)OS(=O)(=O)C(F)(F)F